benzyl (R)-2-((1R,2R)-2-(2,3-difluorophenyl)-2-(4-fluorophenyl)-1-hydroxyethyl)pyrrolidine-1-carboxylate FC1=C(C=CC=C1F)[C@H]([C@@H](O)[C@@H]1N(CCC1)C(=O)OCC1=CC=CC=C1)C1=CC=C(C=C1)F